quinolinyl-ethylene N1=C(C=CC2=CC=CC=C12)C=C